CN1CCC(CC1)N1N=CC(=C1)C1=CC=C(S1)CN1C(NN=C1)=O 4-({5-[1-(1-methylpiperidin-4-yl)-1H-pyrazol-4-yl]thiophen-2-yl}methyl)-2,4-dihydro-3H-1,2,4-triazol-3-one